2-((4-(5-methyl-1,2,4-oxadiazol-3-yl)benzyl)amino)isonicotinamide CC1=NC(=NO1)C1=CC=C(CNC=2C=C(C(=O)N)C=CN2)C=C1